FC=1C(=C2C(=CC(=CC2=CC1F)N)B1OC(C(O1)(C)C)(C)C)OCF 6,7-Difluoro-5-(fluoromethoxy)-4-(4,4,5,5-tetramethyl-1,3,2-dioxaborolan-2-yl)naphthalen-2-amine